CN1N=CC=CC1=O 2-methyl-pyridazin-3-one